FC(N1C2C3CCNC(CCCCC(CNC2CN1)C)C3)F 3-(difluoromethyl)-9-methyl-3,4,7,15-tetraazatricyclo[12.3.1.02,6]Octadecan